C(C)(=O)N1C[C@]2(CC1)N(C(CN(C2=O)C2=NC=C(C=C2)OC)=O)CC2=CC=C(C=C2)Cl (S)-2-acetyl-6-(4-chloro-benzyl)-9-(5-methoxy-pyridin-2-yl)-2,6,9-triazaspiro[4.5]decane-7,10-dione